C(C)(=O)NC1=NC=CC(=C1)C1=NC(=CC(=C1)C=1C=C(C=CC1C)C1=C(C(=O)N)C=CN=C1C(F)(F)F)OCCO (3-(2'-acetamido-6-(2-hydroxyethoxy)-[2,4'-bipyridyl]-4-yl)-4-methylphenyl)-2-(trifluoromethyl)isonicotinamide